BrCCCCC(=O)OCC1=CC=CC=C1 benzyl 5-bromopentanoate